(1R,5S,7R)-2-oxabicyclo[3.2.0]heptane-7-carboxylic acid [C@H]12OCC[C@@H]2C[C@H]1C(=O)O